N1(N=CC=C1)C1=CC=C(N=N1)NC1=CC=C(C=C1)NC(C1=CC(=CC=C1)C(F)(F)F)=O N-[4-[(6-pyrazol-1-ylpyridazin-3-yl)amino]phenyl]-3-(trifluoromethyl)benzamide